C(=O)O.C1(CCC1)OC1=CC=C2C(NN=C(C2=C1)CC=1C=CC(=C(C(=O)N2CC3(CCN(C3)C3=NC=C(C#N)C=C3)CC2)C1)F)=O 6-(7-(5-((7-cyclobutoxy-4-oxo-3,4-dihydrophthalazin-1-yl)methyl)-2-fluorobenzoyl)-2,7-diazaspiro[4.4]nonan-2-yl)nicotinonitrile formate salt